FC=1C=2N(C=C(C1)C1=NC=3C=CN(C(C3C=C1)=O)[C@H]1C[C@H](N(CC1)C(=O)OC(C)(C)C)C)C=C(N2)C tert-butyl (2R,4R)-4-[2-(8-fluoro-2-methyl-imidazo[1,2-a]pyridin-6-yl)-5-oxo-1,6-naphthyridin-6-yl]-2-methyl-piperidine-1-carboxylate